8-bromo-3-chloroisoquinolin-5-ol BrC1=CC=C(C=2C=C(N=CC12)Cl)O